1-(benzo[d][1,3]dioxol-5-yl)propan-2-one Thiosulfite S(=S)(O)O.O1COC2=C1C=CC(=C2)CC(C)=O